(4Z,6E)-non-4,6,8-trienoic acid ethyl ester C(C)OC(CC\C=C/C=C/C=C)=O